2-hydroxyisobutyric acid methyl ester COC(C(C)(C)O)=O